CC(C)(C)OC(=O)NC1CCCC1N tert-Butyl N-(2-aminocyclopentyl)carbamate